N-(but-3-yn-1-yl)-5-formyl-2,4-dimethyl-1H-pyrrole-3-carboxamide C(CC#C)NC(=O)C1=C(NC(=C1C)C=O)C